CC1=NC=CC=C1C(=O)N[C@@H](C)C1=CC=C(C=C1)NC(=O)NCC1=CC=C(C=C1)Cl [(4-{(1S)-1-[(2-methyl(3-pyridyl))carbonylamino]ethyl}phenyl)amino]-N-[(4-chlorophenyl)methyl]carboxamide